F[B-](F)(F)F.COC1(C(C(=O)N(C1=O)NC(=O)N)(OC)OC)OC tetramethyl-oxy-(N-succinimidyl)urea tetrafluoroborate